1-(1H-imidazol-2-yl)-2-(tetrahydro-2H-pyran-4-yl)ethanone tert-butyl-3'-oxo-8-azaspiro[bicyclo[3.2.1]octane-3,1'-cyclobutane]-8-carboxylate C(C)(C)(C)OC(=O)N1C2CC3(CC(C3)=O)CC1CC2.N2C(=NC=C2)C(CC2CCOCC2)=O